C1N=CC2=CC=CC=C12 (3aR,4R,7aS)-1H-isoindol